(2S,4R)-1-[(2S)-2-(10-aminodecanamido)-3,3-dimethylbutanoyl]-4-hydroxy-N-[[4-(4-methyl-1,3-thiazol-5-yl)phenyl]methyl]pyrrolidine-2-carboxamide NCCCCCCCCCC(=O)N[C@H](C(=O)N1[C@@H](C[C@H](C1)O)C(=O)NCC1=CC=C(C=C1)C1=C(N=CS1)C)C(C)(C)C